ClC=1C(=C(C=CC1)NC(=O)NC1=CC(=CC(=C1)OC)Cl)CCO 1-[3-chloro-2-(2-hydroxyethyl)phenyl]-3-(3-chloro-5-methoxyphenyl)urea